(R)-7-((6-(4-(dimethylamino)piperidin-1-yl)-5-methylpyridin-3-yl)methyl)-2-(pentan-2-yloxy)imidazo[2,1-f][1,2,4]triazin-4-amine CN(C1CCN(CC1)C1=C(C=C(C=N1)CC1=CN=C2C(=NC(=NN21)O[C@H](C)CCC)N)C)C